(R)-4-(3-(3-(2,2-difluoroethyl)-4-(2-(3-methylpiperazin-1-yl)ethoxy)phenyl)-4,4-dimethyl-5-oxo-2-thioxoimidazolidin-1-yl)-2-(trifluoromethyl)benzonitrile FC(CC=1C=C(C=CC1OCCN1C[C@H](NCC1)C)N1C(N(C(C1(C)C)=O)C1=CC(=C(C#N)C=C1)C(F)(F)F)=S)F